methyl 2-azido-2-cyclopropylacetate (methyl 2-azido-2-cyclopropylacetate) CC(C(=O)O)(C1CC1)N=[N+]=[N-].N(=[N+]=[N-])C(C(=O)OC)C1CC1